1,2-dioleoyl-3-oleoyl-rac-glycerol C(CCCCCCC\C=C/CCCCCCCC)(=O)OCC(OC(CCCCCCC\C=C/CCCCCCCC)=O)COC(CCCCCCC\C=C/CCCCCCCC)=O